C(C)(=O)NC1=C(C(=O)NC2=NC(=NS2)C2CC2)C=CC=C1 2-acetamido-N-(3-cyclopropyl-1,2,4-thiadiazol-5-yl)benzamide